FC([C@@H]1C[C@@H](CC1)N1C(C(=CC=C1)NC(C1=C(C=C(C=C1)NS(=O)(=O)CCO)N1CCC2(CC2)CC1)=O)=O)F N-(1-((1R,3S)-3-(difluoromethyl)cyclopentyl)-2-oxo-1,2-dihydropyridin-3-yl)-4-((2-hydroxyethyl)sulfonamido)-2-(6-azaspiro[2.5]octan-6-yl)benzamide